FC1=CN=C2N1C=C(C=C2)C2=CNC=1N=C(N=C(C12)OC)NC1CC(C1)(C)NC(C)=O N-((1s,3s)-3-((5-(3-fluoroimidazo[1,2-a]pyridin-6-yl)-4-methoxy-7H-pyrrolo[2,3-d]pyrimidin-2-yl)amino)-1-methylcyclobutyl)acetamide